C(C)(C)(C)OC(N[C@H](CCl)C)=O.FC=1C=C2C(=CNC2=CC1)C1N(CC2=CC(=CC=C12)C1=CC=C(C=C1)OC)C(=O)N (5-fluoro-1H-indol-3-yl)-5-(4-methoxyphenyl)isoindoline-2-carboxamide tert-Butyl-N-[(1S)-2-chloro-1-methyl-ethyl]carbamate